F[C@H]1CN(CC[C@@H]1C1=CC=CC=2N(C(N(C21)C)=O)C2C(N(C(CC2)=O)CC2=CC=C(C=C2)OC)=O)C(=O)OC(C)(C)C 1-Tert-butyl (3R,4R)-3-fluoro-4-[1-[1-[(4-methoxyphenyl)methyl]-2,6-dioxo-3-piperidyl]-3-methyl-2-oxo-benzimidazol-4-yl]piperidine-1-carboxylate